trans-trans-muconate C(\C=C\C=C\C(=O)[O-])(=O)[O-]